tert-butyl (2S,4R)-4-hydroxy-2-[[4-(4-methylthiazol-5-yl)phenyl] methylcarbamoyl]pyrrolidine-1-carboxylate O[C@@H]1C[C@H](N(C1)C(=O)OC(C)(C)C)C(NCC1=CC=C(C=C1)C1=C(N=CS1)C)=O